[1,10-phenanthroline] hexafluorophosphate F[P-](F)(F)(F)(F)F.N1=CC=CC2=CC=C3C=CC=NC3=C12